2-(1H-pyrrol-1-yl)acetic acid N1(C=CC=C1)CC(=O)O